(E)-N-(2,2-dimethyl-2H-benzopyran-6-yl)-3-(4-hydroxy-3-methoxyphenyl)acrylamide CC1(OC2=C(C=C1)C=C(C=C2)NC(\C=C\C2=CC(=C(C=C2)O)OC)=O)C